C1=CC(=CC=C1CO[C@H](CN2C=CN=C2)C3=C(C=C(C=C3)Cl)Cl)Cl.[N+](=O)(O)[O-] The molecule is an organic nitrate salt prepared from equimolar amounts of (S)-econazole and nitric acid. It contains a (S)-econazole. It is an enantiomer of a (R)-econazole nitrate.